C(#N)C1=CC=2N(C(N(C=3N=CC(=CC3C2C=C1)C(F)(F)F)CC)=O)C1=C(C=C(C=C1F)NCCNCC(=O)O)F 2-{[2-({4-[13-cyano-8-ethyl-9-oxo-4-(trifluoromethyl)-6,8,10-triazatricyclo[9.4.0.02,7]pentadeca-1(11),2(7),3,5,12,14-hexaen-10-yl]-3,5-difluorophenyl}amino)ethyl]amino}acetic acid